O1CCN(CC1)C1=CC=C(NO)C=C1 4-morpholino-anilinol